FC(OC1=NC=CC(=C1)CNC(=O)NC1CC(C1)C(F)(F)F)F 1-[[2-(difluoro-methoxy)pyridin-4-yl]methyl]-3-[(1r,3r)-3-(trifluoro-methyl)cyclobutyl]urea